FC1=CC(=C(C=N1)CNC)I 1-(6-Fluoro-4-iodopyridin-3-yl)-N-methylmethanamine